BrC=1C=C(C=CC1N1CC(CC1)OC)C1=C[C@H](C(=CN1C1=CC2=C(N=C(O2)N2CCN(CC2)CCOC)C=C1)C(=O)O)O (R)-6-(3-bromo-4-(3-methoxypyrrolidin-1-yl)phenyl)-1-(2-(4-(2-methoxyethyl)piperazine-1-yl)benzo[d]oxazol-6-yl)-4-oxyl-1,4-dihydropyridine-3-carboxylic acid